ClC=1C=CC(=NC1)N1CC(N(CC1)CC1=C2C=CNC2=C(C=C1OC)C)C1=C(C=CC=C1)C(=O)O 4-5-chloropyridin-2-yl-1-(5-methoxy-7-methyl-4-indolylmethyl)piperazin-2-ylbenzeneFormic acid